tert-butyl (3S,4S)-3-fluoro-4-((5-fluoro-4-(7-methoxy-6-morpholinoimidazo[1,2-b]pyridazin-3-yl)pyrimidin-2-yl)amino)pyrrolidine-1-carboxylate F[C@H]1CN(C[C@@H]1NC1=NC=C(C(=N1)C1=CN=C2N1N=C(C(=C2)OC)N2CCOCC2)F)C(=O)OC(C)(C)C